CCCCCCCC[C@@H]1[C@@H](O1)CCCCCCCC(=O)OC[C@H](COP(=O)([O-])OCC[N+](C)(C)C)O The molecule is an lysophosphatidylcholine derived from epoxidation across the double bond of 1-O-oleoyl-sn-glycero-3-phosphocholine. It is a lysophosphatidylcholine 18:0 and a 1-O-acyl-sn-glycero-3-phosphocholine.